ClC1=CC(=C(C=N1)C#CCCCCC1N(CCOC1)C(=O)N)NC(C)C (6-(6-chloro-4-(isopropylamino)-3-pyridinyl)hex-5-ynyl)morpholine-4-carboxamide